C(C)(C)(C)OC(=O)N1CCOCCC1C=1C=NC=C(C1)N.FC(C1=CC=C(C=N1)OC1=NC=CC=C1C=1CCN(CC1)C(C=C)=O)(F)F 1-(2-((6-(trifluoromethyl)pyridin-3-yl)oxy)-3',6'-dihydro-[3,4'-bipyridin]-1'(2'H)-yl)prop-2-en-1-one tert-butyl-5-(5-aminopyridin-3-yl)-1,4-oxazepane-4-carboxylate